3-(1-methyl-1H-pyrazol-5-yl)-4,6-dihydropyrrolo[3,4-c]pyrazole-5(1H)-carbonitrile CN1N=CC=C1C=1C2=C(NN1)CN(C2)C#N